C(C)N(C(C1=CC=C(C=C1)F)=O)CC(=C)C N-ethyl-N-[(2-methyl)allyl]-4-fluorobenzamide